O=C1N(C(C=C1)=O)C=1C=CC(=C(OCCCC(=O)OC(C)(C)C)C1)CCC(OC1=C(C(=CC(=C1F)F)F)F)=O TERT-BUTYL 4-(5-(2,5-DIOXO-2,5-DIHYDRO-1H-PYRROL-1-YL)-2-(3-OXO-3-(2,3,5,6-TETRAFLUOROPHENOXY)PROPYL)PHENOXY)BUTANOATE